5,17-bis(4-(cyclohexylmethoxy)-4-oxobutyl)-11-(2-(diethylamino)ethyl)-7,15-dioxo-6,8,14,16-tetraoxa-11-azahenicosanedioate C1(CCCCC1)COC(CCCC(CCCC(=O)[O-])OC(OCCN(CCOC(OC(CCCC(=O)[O-])CCCC(OCC1CCCCC1)=O)=O)CCN(CC)CC)=O)=O